cyclopenta[d]pyrimidine-2,4-dione N=1C(NC(C=2C1C=CC2)=O)=O